(1s,3s)-3-(2-(trifluoromethyl)pyrrolidin-1-yl)cyclobutyl ((7-chloro-2-(2,6-dioxopiperidin-3-yl)-4-fluoro-3-oxoisoindolin-5-yl)methyl)carbamate ClC=1C=C(C(=C2C(N(CC12)[C@@H]1C(NC(CC1)=O)=O)=O)F)CNC(OC1CC(C1)N1C(CCC1)C(F)(F)F)=O